7-neopentyl-4-nitrobenzo[4,5]thieno[2,3-c]pyridin-1(2H)-one C(C(C)(C)C)C1=CC2=C(C3=C(C(NC=C3[N+](=O)[O-])=O)S2)C=C1